2-(tert-butyl) 3-ethyl (1S,3S,5S)-5-(2-amino-2-oxoethyl)-2-azabicyclo[3.1.0]hexane-2,3-dicarboxylate NC(C[C@@]12C[C@H](N([C@H]2C1)C(=O)OC(C)(C)C)C(=O)OCC)=O